CC(CNC(C(C)(C)C)=O)(C)C N-(2,2-dimethylpropyl)-2,2-dimethylpropionamide